OC=1C=C(C=CC1O)C1(C2(N(CC1)C)C(NC1=CC=CC=C12)=O)C(C1=CC=NC=C1)=O (3,4-dihydroxyphenyl)-3'-isonicotinoyl-1'-methylspiro[indoline-3,2'-pyrrolidin]-2-one